O1CCN(CC1)C1=NC=C(C=N1)C(CC(=O)O)N1N=CC2=CC(=CC=C12)OCCC1=NC=2NCCCC2C=C1 3-(2-Morpholinopyrimidin-5-yl)-3-(5-(2-(5,6,7,8-tetrahydro-1,8-naphthyridin-2-yl)ethoxy)-1H-indazol-1-yl)propanoic acid